N-({4-amino-1-methyl-1H-pyrazolo[4,3-c]quinolin-7-yl}methyl)-N-(4-fluoro-2-methanesulfonylphenyl)-6-[1-(trifluoromethyl)cyclopropyl]pyridine-3-carboxamide NC1=NC=2C=C(C=CC2C2=C1C=NN2C)CN(C(=O)C=2C=NC(=CC2)C2(CC2)C(F)(F)F)C2=C(C=C(C=C2)F)S(=O)(=O)C